CNC(NN[C@@H]([C@H](O)C)C(=O)O)=O methylureidothreonine